(2-naphthyl)-alanine C1=C(C=CC2=CC=CC=C12)N[C@@H](C)C(=O)O